Cl.CN(C(=O)C1CNC1)C N,N-dimethylazetidine-3-carboxamide hydrochloride salt